1,4-dihydropyridin N1C=CCC=C1